FC(C(=O)O)(F)F.ClC1=C(C=CC(=C1)C1CC1)C(C)(C)NC(=O)[C@@H]1CN[C@@H](CO1)CO (2S,5R)-N-(2-(2-chloro-4-cyclopropylphenyl)propan-2-yl)-5-(hydroxymethyl)morpholine-2-carboxamide trifluoroacetate